OCC=1C=CC=2N(C3=CC=CC=C3S(C2C1)(=O)=O)C 3-hydroxymethyl-10-methyl-10H-phenothiazine-5,5-dioxide